FC(C(=O)O)(F)F.COC1=C(C=CC(=C1)C(=O)N1CCNCC1)N1C(NC(CC1)=O)=O 1-[2-methoxy-4-(piperazine-1-carbonyl)phenyl]hexahydropyrimidine-2,4-dione trifluoroacetate